C(C)C1=CC=NC=C1.[Cu] copper 4-ethylpyridine